2,2'-ethylidene-bis-(4,6-di-t-butylphenyl) phosphate P1(=O)(OC2=C(C=C(C=C2C(C)(C)C)C(C)(C)C)C(C)C2=C(C(=CC(=C2)C(C)(C)C)C(C)(C)C)O1)[O-]